N[C@@H]1C2=CC=CC=C2CC12CCN(CC2)C=2C(=NC(=CN2)SC2=C(C(=CC=C2)OC)F)CO (S)-(3-(1-amino-1,3-dihydrospiro[inden-2,4'-piperidin]-1'-yl)-6-((2-fluoro-3-methoxyphenyl)thio)pyrazin-2-yl)methanol